2,3,10-Trimethoxy-13-methyl-5,6,7,8,13,13a-hexahydro-isoquinolino[2,1-b]isoquinolin-9-yl benzensulfonate C1(=CC=CC=C1)S(=O)(=O)OC1=C(C=CC=2C(C3N(CC12)CCC=1C=C(C(=CC13)OC)OC)C)OC